NC=1C(=CC(=C(C(=O)OC)C1)OC1=CC2=CC=CC=C2C=C1)C methyl 5-amino-4-methyl-2-(naphthalen-2-yloxy)benzoate